O=C1NC(CCC1N1C(C2=CC=CC(=C2C1)C#CCCCCCN1CCN(CC1)C1=CC=C(C(=O)N2CCN(CC(C2)C)CCCCNC(\C=C\C=2C(=NC=CC2)F)=O)C=C1)=O)=O (E)-N-(4-(4-(4-(4-(7-(2-(2,6-dioxopiperidin-3-yl)-1-oxoisoindolin-4-yl)hept-6-yn-1-yl)piperazin-1-yl)benzoyl)-6-methyl-1,4-diazepan-1-yl)butyl)-3-(2-fluoropyridin-3-yl)acrylamide